N2-[2-[4-(4-Chloro-2-fluorophenyl)-1-piperazinyl]phenyl]-N5,N5-dimethylthiophene-2,5-disulfonamide ClC1=CC(=C(C=C1)N1CCN(CC1)C1=C(C=CC=C1)NS(=O)(=O)C=1SC(=CC1)S(=O)(=O)N(C)C)F